fluoro-5-[[(4,5,6,7-tetrahydro-4-oxothiazolo[5,4-c]pyridin-2-yl)oxy]methyl]-benzonitrile FC1=C(C#N)C=C(C=C1)COC=1SC=2C(NCCC2N1)=O